BrC=1C=C(C(=O)C2=CC=CC=C2)C=C(C1)Br 3,5-dibromobenzophenone